CN(C(=O)C=1N=C2N(C=CC(=C2)C2=NOC(=N2)C(F)(F)F)C1)CCOC1=CC=CC=C1 N-methyl-N-(2-phenoxyethyl)-7-(5-(trifluoromethyl)-1,2,4-oxadiazol-3-yl)imidazo[1,2-a]pyridine-2-carboxamide